C1(=CC=CC=C1)C1=NC=CC(=C1)NC(OCC1OC2=C(C3=C(N=C(S3)C3=C4N=CC(=NC4=CC(=C3)C)OC)C(=C2)C)OC1)=O (2-(2-methoxy-7-methylquinoxalin-5-yl)-4-methyl-7,8-dihydro-[1,4]dioxino[2',3':3,4]benzo[1,2-d]thiazol-7-yl)methyl (2-phenylpyridin-4-yl)carbamate